C(C)(C)(C)OC(=O)N1CCN(CC1)C1=CC(=C2C[C@H](COC2=C1Br)NC(=O)OCC1=CC=CC=C1)F (R)-4-(3-(((benzyloxy)carbonyl)amino)-8-bromo-5-fluorochroman-7-yl)piperazine-1-carboxylic acid tert-butyl ester